1-(4-(4-((3-chloro-4-(pyridazin-3-ylmethoxy)phenyl)amino)-7H-pyrrolo[2,3-d]pyrimidin-5-yl)piperidin-1-yl)prop-2-en-1-one ClC=1C=C(C=CC1OCC=1N=NC=CC1)NC=1C2=C(N=CN1)NC=C2C2CCN(CC2)C(C=C)=O